1-(2-(dimethylamino)ethyl)-3-(1-(6-methoxy-3,4-dihydro-2H-benzo[b][1,4]oxazin-7-yl)-6-(pyrazolo[1,5-a]pyrimidin-3-yl)-1H-pyrazolo[4,3-c]pyridin-3-yl)imidazolidin-2-one CN(CCN1C(N(CC1)C1=NN(C2=C1C=NC(=C2)C=2C=NN1C2N=CC=C1)C=1C(=CC2=C(OCCN2)C1)OC)=O)C